2-(1-ethyl-3-methyl-1H-pyrazol-5-yl)-8-(3-hydroxypropoxy)-9H-pyrimido[4,5-b]indol-6-carboxamide C(C)N1N=C(C=C1C=1N=CC2=C(NC3=C(C=C(C=C23)C(=O)N)OCCCO)N1)C